FC1=CC=C(C=C1)C=1N=CN(C1C1=CC=NC=C1)CC(=O)N1CCN(CC1)C(C)C 2-[4-(4-fluorophenyl)-5-(pyridin-4-yl)-1H-imidazol-1-yl]-1-[4-(propan-2-yl)piperazin-1-yl]ethan-1-one